1,1-dimethyl-7-(trifluoromethyl)isochroman-4-one CC1(OCC(C2=CC=C(C=C12)C(F)(F)F)=O)C